ethyl 2-amino-3-[4-(methylsulfonyl) phenyl]-3-oxopropanoate NC(C(=O)OCC)C(=O)C1=CC=C(C=C1)S(=O)(=O)C